1-(2,2-diethoxyethyl)cyclopropan C(C)OC(CC1CC1)OCC